3-[4-(4-Aminopiperidin-1-yl)-3-(3,5-dichlorophenyl)cinnolin-6-yl]-2-hydroxybenzonitril NC1CCN(CC1)C1=C(N=NC2=CC=C(C=C12)C=1C(=C(C#N)C=CC1)O)C1=CC(=CC(=C1)Cl)Cl